m-nitro-trifluoromethyl-benzene [N+](=O)([O-])C=1C=C(C=CC1)C(F)(F)F